ClC1=CC2=C(N(C(N=C2N2[C@H](CN(CC2)C(C=C)=O)C)=O)C2=C(C=CC=C2)[C@@H](C)O)N=C1C1=C(C=CC=C1O)F 6-chloro-7-(2-fluoro-6-hydroxyphenyl)-1-(2-((1R)-1-hydroxyethyl)phenyl)-4-((2S)-2-methyl-4-(2-propenoyl)-1-piperazinyl)pyrido[2,3-d]pyrimidin-2(1H)-one